4-(4-(3,6-diazabicyclo[3.1.1]heptan-3-yl)-8-fluoro-2-(((2R,7aS)-2-fluorotetrahydro-1H-pyrrolizin-7a(5H)-yl)methoxy)quinazolin-7-yl)-5-ethynyl-6-fluoronaphthalen-2-ol C12CN(CC(N1)C2)C2=NC(=NC1=C(C(=CC=C21)C2=CC(=CC1=CC=C(C(=C21)C#C)F)O)F)OC[C@]21CCCN1C[C@@H](C2)F